(S)-1-((R)-3-(4-(2-chloro-4-fluorophenyl)-1-oxo-1,2-dihydroisoquinolin-7-yl)-2-methylpropanoyl)piperidine-3-carboxylic acid ClC1=C(C=CC(=C1)F)C1=CNC(C2=CC(=CC=C12)C[C@H](C(=O)N1C[C@H](CCC1)C(=O)O)C)=O